ClC=1C=CC(=NC1)NC([C@H](C)N1C[C@@H](CCC1)C1=CNC(C(=C1)C)=O)=O (S)-N-(5-Chloropyridin-2-yl)-2-((S)-3-(5-methyl-6-oxo-1,6-dihydropyridin-3-yl)piperidin-1-yl)propanamide